tert-butyl 4-[2-[2-[2-(2-aminoethoxy)ethoxy]ethyl-methyl-amino]-6-chloro-8-fluoro-7-(3-hydroxy-1-naphthyl)quinazolin-4-yl]piperazine-1-carboxylate NCCOCCOCCN(C1=NC2=C(C(=C(C=C2C(=N1)N1CCN(CC1)C(=O)OC(C)(C)C)Cl)C1=CC(=CC2=CC=CC=C12)O)F)C